ethyl 2-(4-propyl-1H-1,2,3-triazol-1-yl)-acetate C(CC)C=1N=NN(C1)CC(=O)OCC